COC(CCCCCCCC1C(CC2C(CCCCC)O2)O1)=O trans-9,10-epoxy-12,13-epoxyoctadecanoic acid methyl ester